(±)-Tert-butyl (1-(8-fluoro-6-(5-fluoro-2-((1-((trifluoromethyl)sulfonyl)piperidin-4-yl)amino)pyrimidin-4-yl)quinolin-4-yl)ethyl)carbamate FC=1C=C(C=C2C(=CC=NC12)[C@@H](C)NC(OC(C)(C)C)=O)C1=NC(=NC=C1F)NC1CCN(CC1)S(=O)(=O)C(F)(F)F |r|